O1CCN(CC1)C=1C=C(C=NC1)C(CC(=O)O)N1N=CC=C1CCCC1=NC=2NCCCC2C=C1 3-(5-morpholinopyridin-3-yl)-3-(5-(3-(5,6,7,8-tetrahydro-1,8-naphthyridin-2-yl)propyl)-1H-pyrazol-1-yl)propanoic acid